4-fluoro-1,3-dioxane FC1OCOCC1